2'-acetoxy-3'-bromo-5'-propionyloxyadenosine C(C)(=O)O[C@@]1([C@@H](O[C@@H]([C@]1(O)Br)C(O)OC(CC)=O)N1C=NC=2C(N)=NC=NC12)O